NC=1C=CC=C2C(N(C(C12)=O)C)C 7-amino-2,3-dimethylisoindolin-1-one